5-fluoro-2-(pyrrolidin-3-ylmethyl)pyrimidine hydrochloride Cl.FC=1C=NC(=NC1)CC1CNCC1